C(C)(C)(C)OC(=O)N1C(CCCC1)CSC1=CC(=NN1C)C(F)(F)F (((1-methyl-3-(trifluoromethyl)-1H-pyrazol-5-yl)thio)methyl)piperidine-1-carboxylic acid tert-butyl ester